1-chloro-3-oxo-2,5,6,7-tetrahydrocyclopenta[c]pyridine-6-carboxylic acid methyl ester COC(=O)C1CC=2C(=C(NC(C2)=O)Cl)C1